5-hydroxy-2-pyridinemethanol OC=1C=CC(=NC1)CO